(2s,4r)-4-(benzyloxy)-2-(hydroxymethyl)pyrrolidine-1-carboxylic acid tert-butyl ester C(C)(C)(C)OC(=O)N1[C@@H](C[C@H](C1)OCC1=CC=CC=C1)CO